CC=1N(N=C2C=CC=CC12)C[C@@H]1CC[C@H](CC1)C(=O)O trans-4-[(3-methylindazol-2-yl)methyl]cyclohexanecarboxylic acid